[4-(2-{5-[(3R,5R)-3-amino-5-fluoropiperidine-1-carbonyl]-7-methoxy-1-methyl-1H-1,3-benzodiazol-2-yl}-1-(cyclopropylmethyl)-1H-pyrrolo[2,3-b]pyridin-6-yl)-2-fluorophenyl]methanol N[C@H]1CN(C[C@@H](C1)F)C(=O)C1=CC2=C(N(C(=N2)C2=CC=3C(=NC(=CC3)C3=CC(=C(C=C3)CO)F)N2CC2CC2)C)C(=C1)OC